CC(=CC)[C@H]1[C@@H]2CC[C@H](CN1C(=O)OCC[Si](C)(C)C)N2C(=O)OC(C)(C)C 8-(tert-butyl) 3-(2-(trimethylsilyl) ethyl) (1S,2S,5R)-2-(but-2-en-2-yl)-3,8-diazabicyclo[3.2.1]octane-3,8-dicarboxylate